C(C)OC(=O)C1=CC([C@H](C1)NC(=O)OC(C)(C)C)(F)F (S)-4-((tert-Butoxycarbonyl)amino)-3,3-difluorocyclopent-1-enecarboxylic acid ethyl ester